5-(1-methyl-1H-pyrazin-3-yl)-8-(methylsulfonyl)pyrimido[4,5-c]quinolin-3-amine CN1CC(=NC=C1)C1=NC=2C=C(C=CC2C2=C1N=C(N=C2)N)S(=O)(=O)C